C(C)(C)(C)OC(=O)N1CCN(CC1)C1=C(C=CC(=C1)C(F)(F)F)C=O 4-(2-formyl-5-(trifluoromethyl)phenyl)piperazine-1-carboxylic acid tert-butyl ester